6-(((1R,3s,5S)-8-azabicyclo[3.2.1]octan-3-yl)(methyl)amino)pyridazin [C@H]12CC(C[C@H](CC1)N2)N(C2=CC=CN=N2)C